Cl\C=C\I (E)-1-chloro-2-iodoethylene